NC1=NC=2C=C(C=CC2C2=C1N=C(N2CC(CO)(CO)C)CCCC)CCCN2CCN(CC2)S(=O)(=O)CCCC 2-((4-amino-2-butyl-7-(3-(4-(butylsulfonyl)piperazin-1-yl)propyl)-1H-imidazo[4,5-c]quinolin-1-yl)methyl)-2-methylpropane-1,3-diol